N-(3-(Furan-3-yl)-1H-indazol-5-yl)-4-methylisoxazole-3,5-dicarboxamide O1C=C(C=C1)C1=NNC2=CC=C(C=C12)NC(=O)C1=NOC(=C1C)C(=O)N